N1C(CNC(C2=C1C=CC=C2)=O)=O 3,4-dihydro-1H-benzo[e][1,4]diazepine-2,5-dione